5-Aza-L-tryptophan N[C@@H](CC1=CNC2=CC=NC=C12)C(=O)O